6-(thiazol-5-yl)-1H-indole-4-carboxylic acid S1C=NC=C1C=1C=C(C=2C=CNC2C1)C(=O)O